C(C)(C)(C)OC(CN=COC(C)C)=O (1-isopropoxymethyleneamino)acetic acid tert-butyl ester